N-(2-aminoethyl)-aminopropyltriethoxysilane NCCNCCC[Si](OCC)(OCC)OCC